OC(C#CC1=CC2=C(OC[C@@H](C(N2C)=O)NC(=O)N2N=CC(=C2)CC=2C=NC(=CC2)C)C=C1)(C)C (S)-N-(7-(3-Hydroxy-3-methylbut-1-yn-1-yl)-5-methyl-4-oxo-2,3,4,5-tetrahydrobenzo[b][1,4]oxazepin-3-yl)-4-((6-methylpyridin-3-yl)methyl)-1H-pyrazol-1-carboxamid